ClC1=NC(=C(C(=N1)N1CC=2C=C(C=NC2CC1)C(F)(F)F)C)C1CC1 6-(2-Chloro-6-cyclopropyl-5-methylpyrimidin-4-yl)-3-(trifluoromethyl)-5,6,7,8-tetrahydro-1,6-naphthyridine